CC(CC(C(C(C(=O)[O-])(CC(C(CC)(C)C)C)CC(C(CC)(C)C)C)(O)C(=O)[O-])C(=O)[O-])C(CC)(C)C tri(2,3,3-trimethyl-1-pentyl)citrate